C(C1=CC=CC=C1)N1N=NC(=C1C)C(=O)NS(=O)(=O)C1=CC=C(C=C1)N1CCN(CC1)CC1=C(CC(CC1)(C)C)C1=CC=C(C=C1)Cl 1-benzyl-N-[4-[4-[[2-(4-chlorophenyl)-4,4-dimethylcyclohexen-1-yl]methyl]piperazin-1-yl]phenyl]sulfonyl-5-methyl-1H-1,2,3-triazole-4-carboxamide